BrC1(C(NC2=C(C=C(C=C12)F)N(C(OC(C)(C)C)=O)CC)=O)CC tert-butyl N-(3-bromo-3-ethyl-5-fluoro-2-OXO-indolin-7-yl)-N-ethyl-carbamate